6-((1-cyanocyclopropyl)methoxy)-4-(6-(6-((6-(methoxy-d3)pyridin-3-yl)methanyl)-3,6-diazabicyclo[3.1.1]heptan-3-yl)pyridin-3-yl)pyrazolo[1,5-a]pyridine-3-carbonitrile C(#N)C1(CC1)COC=1C=C(C=2N(C1)N=CC2C#N)C=2C=NC(=CC2)N2CC1N(C(C2)C1)CC=1C=NC(=CC1)OC([2H])([2H])[2H]